C(CCC)CC(=O)O butyl-ACETIC ACID